C(C1=CC=CC=C1)C1=CC=CO1 5-Benzylfuran